6-[(6-chloropyridazin-3-yl)methyl]-2-oxa-6-azaspiro[3.3]heptane ClC1=CC=C(N=N1)CN1CC2(COC2)C1